FC1=C(C=CC(=C1)F)C1=CC(=NO1)C(=O)NCC(C)(C1=NC=NC=C1)C=1C=NN(C1)C 5-(2,4-difluorophenyl)-N-[2-(1-methylpyrazol-4-yl)-2-pyrimidin-4-yl-propyl]isoxazole-3-carboxamide